CC1CC(CCC1)[Si](OC)(OC)C1CC(CCC1)C di(3-methyl-cyclohexyl)dimethoxysilane